tert-butyl 4-[(2-bromothiazole-5-carbonyl)amino]-5-methyl-indazole-1-carboxylate BrC=1SC(=CN1)C(=O)NC1=C2C=NN(C2=CC=C1C)C(=O)OC(C)(C)C